COC(\C=C(/C=C/C1(C(=CC(CC1(C)C#C)=O)C)O)\C)=O.N1=CCCC2=CC=CC=C12 3,4-dihydroquinolin methyl-(2Z,4E)-5-[6-ethynyl-1-hydroxy-2,6-dimethyl-4-oxocyclohex-2-en-1-yl]-3-methylpenta-2,4-dienoat